FC(CC(CCO)=C)(F)C=1NN=C2C1CN([C@@H](C2)C)C(=O)OC(C)(C)C (R)-tert-butyl 3-(1,1-difluoro-5-hydroxy-3-methylenepentyl)-6-methyl-6,7-dihydro-2H-pyrazolo[4,3-c]pyridine-5(4H)-carboxylate